3,4-dihydro-2H-pyrrole-2-carboxamide N=1C(CCC1)C(=O)N